N-((R)-3-cyclohexyl-1-(((S)-4-hydroxy-3-oxo-1-((S)-2-oxopyrrolidin-3-yl)butan-2-yl)amino)-1-oxopropan-2-yl)-9-hydroxy-9H-fluorene-9-carboxamide C1(CCCCC1)C[C@H](C(=O)N[C@@H](C[C@H]1C(NCC1)=O)C(CO)=O)NC(=O)C1(C2=CC=CC=C2C=2C=CC=CC12)O